BrC=1C=C(C=CC1Cl)C1=NC(=NC(=N1)C1=CC=CC=C1)C1=CC=CC=C1 2-(3-bromo-4-chlorophenyl)-4,6-diphenyl-1,3,5-triazine